N1C(=NC2=C1C=CC=C2)C(CCCNC(CCl)=N)NC(=O)C2=CC=C(C=C2)C2=CC=C(C=C2)F N-(1-(1H-benzo[d]imidazol-2-yl)-4-(2-chloroacetimidamido)butyl)-4'-fluoro-[1,1'-biphenyl]-4-carboxamide